C(=O)O.C(#N)C=1C(=NC=C(C1C=1C=NC(=CC1)C#N)C1=CC(=C(C=C1)OC)O)N1CCC(CC1)NCC1=CC(=C(C=C1)/C=C/C(=O)NO)OC (E)-3-(4-(((1-(3',6-Dicyano-5'-(3-hydroxy-4-methoxyphenyl)-[3,4'-bipyridin]-2'-yl)piperidin-4-yl)amino)methyl)-2-methoxyphenyl)-N-hydroxyacrylamide formate